N6-[(2S)-2-amino-2-(2-fluorophenyl)ethyl]-N4-tert-butyl-1-methyl-pyrazolo[3,4-d]pyrimidine-4,6-diamine N[C@H](CNC1=NC(=C2C(=N1)N(N=C2)C)NC(C)(C)C)C2=C(C=CC=C2)F